COC=1N=C2C=C(C=NC2=CC1)NC1=CC=CC=N1 6-[(6-methoxy-1,5-naphthyridin-3-yl)amino]pyridin